OCCOCCOCCN1C(N(C(C1)=O)C)=O (2-(2-(2-hydroxyethoxy)ethoxy)ethyl)-3-methylimidazoline-2,4-dione